C(CO)(=O)N[C@@H]1[C@H](CC(C(O)=O)(O)O[C@H]1[C@H](O)[C@H](O)CO)O N-GLYCOLYLNEURAMINIC ACID